6-(cyclopropanecarboxamido)-N-(methoxy-d3)-4-((2-methoxy-3-(1-methyl-1H-1,2,4-triazole-3-yl)phenyl)amino)pyridazine-3-carboxamide C1(CC1)C(=O)NC1=CC(=C(N=N1)C(=O)NOC([2H])([2H])[2H])NC1=C(C(=CC=C1)C1=NN(C=N1)C)OC